CC1=C(C(=C(C1([Hf]C1=C(C2=C3CCCC3=CC=C2C1)C(C)CC)C)C)C)C pentamethylcyclopentadienyl(1-sec-butyl-3,6,7,8-tetrahydro-as-indacenyl)hafnium